CN(C=1C=C(C=CC1)NC(=O)N)C m-dimethylaminophenyl-urea